Lysine Malate C(C(O)CC(=O)O)(=O)O.N[C@@H](CCCCN)C(=O)O